FC1(CCN(CC1)C(=O)C=1C=NC2=C(C=CC=C2C1)C=1C=C2C=NNC(C2=CC1)=O)F 6-(3-(4,4-difluoropiperidine-1-carbonyl)quinolin-8-yl)phthalazin-1(2H)-one